tert-Butyl (1S,4s)-4-(2-fluoro-5-(((1R,2S)-2-(((1-(fluoromethyl)cyclopropyl)methyl)carbamoyl)cyclopentyl)carbamoyl)-4-methoxyphenoxy)-1-methylcyclohexane-1-carboxylate FC1=C(OC2CCC(CC2)(C(=O)OC(C)(C)C)C)C=C(C(=C1)OC)C(N[C@H]1[C@H](CCC1)C(NCC1(CC1)CF)=O)=O